N-(3-(3-(4-((4-((2-cyanopyrimidin-4-yl)amino)piperidin-1-yl)methyl)phenyl)-2-(2-isobutyramidopyridin-3-yl)-3H-imidazo[4,5-b]pyridin-5-yl)phenyl)isobutyramide C(#N)C1=NC=CC(=N1)NC1CCN(CC1)CC1=CC=C(C=C1)N1C(=NC=2C1=NC(=CC2)C=2C=C(C=CC2)NC(C(C)C)=O)C=2C(=NC=CC2)NC(C(C)C)=O